C(C=C)OCC=C.[Al] aluminum allyloxide